N1(CCNCC1)C1=CC=C(C=C1)C=1C=C2C(=NC1)C(=CO2)C=2C=NC(=CC2)N2CCNCC2 6-(4-(piperazin-1-yl)phenyl)-3-(6-(piperazin-1-yl)pyridin-3-yl)furo[3,2-b]pyridine